[P].[Ge].[Zn].[Cd] cadmium Zinc Germanium Phosphorus